ClC=1C=C(C=CC1N1C(N(C=C1)C)=O)C1=C(C(=CC(=C1)F)C1=CC(=NC=C1)N1CC2N(CCC2C1)C(=O)OC(C)(C)C)O tert-butyl 5-(4-(3'-chloro-5-fluoro-2-hydroxy-4'-(3-methyl-2-oxo-2,3-dihydro-1H-imidazol-1-yl)-[1,1'-biphenyl]-3-yl)pyridin-2-yl)hexahydropyrrolo[3,4-b]pyrrole-1(2H)-carboxylate